C(C)N1CCCC[C@]12CN(CCC2)C2=C1C(=NC=C2)NC=C1C1=NC=NC=C1 (6S)-1-ethyl-8-(3-pyrimidin-4-yl-1H-pyrrolo[2,3-b]pyridin-4-yl)-1,8-diazaspiro[5.5]undecane